silver mono-tert-butyl succinate C(CCC(=O)[O-])(=O)OC(C)(C)C.[Ag+]